1,2-diphenyl-1-vinyl-3-methylindene C1(=CC=CC=C1)C1(C(=C(C2=CC=CC=C12)C)C1=CC=CC=C1)C=C